2-(PYRIDIN-4-YLMETHOXY)PHENYLBORONIC ACID N1=CC=C(C=C1)COC1=C(C=CC=C1)B(O)O